2-ethoxy-6-(1-methyl-6-oxo-1,6-dihydropyridin-3-yl)thiazolo[4,5-b]pyridin-5(4H)-one C(C)OC=1SC2=C(NC(C(=C2)C2=CN(C(C=C2)=O)C)=O)N1